N-(4-chloro-1-(2,2-difluoroethyl)-7-(4,4,5,5-tetramethyl-1,3,2-dioxaborolan-2-yl)-1H-indazol-3-yl)methanesulfonamide ClC1=C2C(=NN(C2=C(C=C1)B1OC(C(O1)(C)C)(C)C)CC(F)F)NS(=O)(=O)C